tert-butyl (3-((5S)-12-(3,5-dimethoxyphenyl)-8-ethyl-5-isobutyl-3,6,9,10-tetraoxo-2,4,7,11-tetraazadodecyl)phenyl)carbamate COC=1C=C(C=C(C1)OC)CNC(C(C(NC([C@@H](NC(NCC=1C=C(C=CC1)NC(OC(C)(C)C)=O)=O)CC(C)C)=O)CC)=O)=O